C(=O)O.N=1NC=C2C=C(C=CC12)NC=1C(=NC=CC1)C(=O)NC=1C(=NN(C1)CCOCCOC)C1=NC=CC=C1 ((2H-indazol-5-yl)amino)-N-(1-(2-(2-methoxyethoxy)ethyl)-3-(pyridin-2-yl)-1H-pyrazol-4-yl)picolinamide formate